2-(6-(((1S,2S,3R,5R)-2-fluoro-1-methyl-8-azabicyclo[3.2.1]octan-3-yl)(methyl)amino)pyridazin-3-yl)-5-(5-methyl-2H-tetrazol-2-yl)phenol F[C@@H]1[C@@]2(CC[C@H](C[C@H]1N(C1=CC=C(N=N1)C1=C(C=C(C=C1)N1N=C(N=N1)C)O)C)N2)C